N-(5-(1-chloroethyl)thiazol-2-yl)acetamide ClC(C)C1=CN=C(S1)NC(C)=O